ethyl 4-bromo-6-oxo-5,6-dihydrofuro[2,3-g]quinoline-2-carboxylate BrC1=C2C(=CC=3C=CC(NC13)=O)OC(=C2)C(=O)OCC